C(C)C1(NC(=NC=C1C(F)(F)F)NC=1C=NN(C1)[C@H]1[C@@H](CN(CC1)CCC)F)N 4-ethyl-N2-(1-((trans)-3-fluoro-1-propylpiperidin-4-yl)-1H-pyrazol-4-yl)-5-(trifluoromethyl)pyrimidine-2,4-diamine